2,3,5-trichloro-N-(2,4-difluoro-3-(1H-pyrazolo[3,4-b]pyridin-5-ylethynyl)phenyl)benzenesulfonamide ClC1=C(C=C(C=C1Cl)Cl)S(=O)(=O)NC1=C(C(=C(C=C1)F)C#CC=1C=C2C(=NC1)NN=C2)F